4-((tert-butyldiphenylsilyl)oxy)-3-methylbutanic acid [Si](C1=CC=CC=C1)(C1=CC=CC=C1)(C(C)(C)C)OCC(CC(=O)O)C